ClC1=C(C(=C(C(=C1F)F)F)F)S(=O)(=O)NCC(=O)OC(C)(C)C tert-butyl 2-(2-chloro-3,4,5,6-tetrafluorophenylsulfonamido)acetate